O=C1C[C@H]([C@@H](C1)C(=O)OC)C(F)(F)F methyl (trans)-4-oxo-2-(trifluoromethyl)cyclopentane-1-carboxylate